6-amino-2-butoxy-9-(2-methoxy-4-(3-(piperazin-1-yl)propyl)benzyl)-9H-purin-8-ol NC1=C2N=C(N(C2=NC(=N1)OCCCC)CC1=C(C=C(C=C1)CCCN1CCNCC1)OC)O